COC[C@H]1C[C@H](CCC1)C1=NC2=CC=C(C=C2C=C1)C=O 2-((1S,3R)-3-(methoxymethyl)cyclohexyl)quinoline-6-carbaldehyde